3-(((4-(4-(trifluoromethyl)phenyl)-1H-indazol-3-yl)amino)methyl)benzoic acid FC(C1=CC=C(C=C1)C1=C2C(=NNC2=CC=C1)NCC=1C=C(C(=O)O)C=CC1)(F)F